trans-4-((3-(2-Cyclopropyloxazol-4-yl)phenyl)((trans-4-(5-methoxy-6-methylpyridin-2-yl)cyclohexyl)methyl)carbamoyl)cyclohexanecarboxylic acid C1(CC1)C=1OC=C(N1)C=1C=C(C=CC1)N(C(=O)[C@@H]1CC[C@H](CC1)C(=O)O)C[C@@H]1CC[C@H](CC1)C1=NC(=C(C=C1)OC)C